CC=1N=C(SC1S(=O)(=O)N1CCN(CC1)C[C@H](C)NC(=O)C1=CC(=CC=C1)C=1C(=NN(C1)C)C(F)(F)F)NC(OC)=O methyl N-[4-methyl-5-({4-[(2S)-2-({3-[1-methyl-3-(trifluoromethyl)-1H-pyrazol-4-yl]phenyl} formamido)propyl] piperazin-1-yl} sulfonyl)-1,3-thiazol-2-yl]carbamate